1-(cyclopropylmethyl)-4-(4-(quinoline-8-sulfonamido)benzoyl)piperazin-1-ium sulfate trihydrate O.O.O.S(=O)(=O)([O-])[O-].C1(CC1)C[NH+]1CCN(CC1)C(C1=CC=C(C=C1)NS(=O)(=O)C=1C=CC=C2C=CC=NC12)=O.C1(CC1)C[NH+]1CCN(CC1)C(C1=CC=C(C=C1)NS(=O)(=O)C=1C=CC=C2C=CC=NC12)=O